CC(C)[Si](OC=1C=C(C2=CC=CC=C2C1)O)(C(C)C)C(C)C 3-{[tri(propan-2-yl)silyl]oxy}naphthalene-1-ol